ClC=1C(=NC(=NC1)NC1CCOCC1)C1=CC=C2CN(C(C2=C1)=O)CC(=O)NCC1=C(C=CC=C1)OCCO 2-(6-{5-chloro-2-[(oxan-4-yl)amino]pyrimidin-4-yl}-1-oxo-2,3-dihydro-1H-isoindol-2-yl)-N-{[2-(2-hydroxyethoxy)phenyl]methyl}acetamide